4-(3,5-dimethoxypyridin-2-yl)-N-[5-(5-acetamidopyrazol-1-yl)-1,3,4-thiadiazol-2-yl]-5-(2-methoxyethoxy)-6-oxopyran-2-carboxamide COC=1C(=NC=C(C1)OC)C=1C=C(OC(C1OCCOC)=O)C(=O)NC=1SC(=NN1)N1N=CC=C1NC(C)=O